N-(1,1-dimethylsilocan-5-yl)-2-methoxy-4H-pyrrolo[2,3-d]thiazole-5-carboxamide C[Si]1(CCCC(CCC1)NC(=O)C1=CC2=C(N=C(S2)OC)N1)C